FC=1C=2N(C=C(C1OC(C)C)C(=O)NC=1C(N(C=CC1)[C@@H]1[C@@H](C1)F)=O)C=C(N2)[C@@]21CO[C@@](CC2)(C1)C 8-fluoro-N-(1-((1s,2r)-2-fluorocyclopropyl)-2-oxo-1,2-dihydropyridin-3-yl)-7-isopropoxy-2-((1s,4r)-1-methyl-2-oxabicyclo[2.2.1]hept-4-yl)imidazo[1,2-a]pyridine-6-carboxamide